(S)-N-(6-chloro-4-((1-methoxypropan-2-yl)oxy)pyridin-3-yl)-3-(2-isopropylphenyl)-1-sulfamoylazetidine-3-carboxamide ClC1=CC(=C(C=N1)NC(=O)C1(CN(C1)S(N)(=O)=O)C1=C(C=CC=C1)C(C)C)O[C@H](COC)C